1-isocyanato-3-isocyanatomethyl-3,5,5-trimethyl-cyclohexane N(=C=O)C1CC(CC(C1)(C)C)(C)CN=C=O